CN1N=CC=C1C(=O)N[C@H](C(=O)NC1=NC=C(C(=C1)C)C1=CC=NN1C)C1CCC(CC1)C 1-methyl-N-((S)-2-((4-methyl-5-(1-methyl-1H-pyrazol-5-yl)pyridin-2-yl)Amino)-1-((1r,4S)-4-methylcyclohexyl)-2-oxoethyl)-1H-pyrazole-5-carboxamide